(Z)-N-(2-Morpholinoethyl)-2',3-dioxo-[2,3'-biindolinylidene]-1'-carboxamide O1CCN(CC1)CCNC(=O)N1C(\C(\C2=CC=CC=C12)=C\1/NC2=CC=CC=C2C1=O)=O